5-((((6-(2-chloro-3-(3-chloro-2-((2-fluoro-3-((3-(methoxymethyl)azetidin-1-yl)methyl)phenyl)amino)pyridin-4-yl)phenyl)-2-methoxypyridin-3-yl)methyl)amino)methyl)pyrrolidin-2-one ClC1=C(C=CC=C1C1=C(C(=NC=C1)NC1=C(C(=CC=C1)CN1CC(C1)COC)F)Cl)C1=CC=C(C(=N1)OC)CNCC1CCC(N1)=O